CNCC(C)C N-methyl-isobutyl-amine